C(\C=C\CCC)OC(C#CCCCCCC(=O)OC\C=C\CCC)OC\C=C\CCC (2E)-2-hexenyl 9,9-bis[(2E)-2-hexen-1-yloxy]-7-nonynoate